O=C1NC(CCC1C1=CC=C(C=C1)C1CCN(CC1)CCC(=O)O)=O 3-(4-(4-(2,6-dioxopiperidin-3-yl)phenyl)piperidin-1-yl)propanoic acid